C(C1=CC=CC=C1)OC[C@H](C(=O)N1CCC2(CC1)CN(C1=CC=CC=C12)S(=O)(=O)C)NC(C(C)(C)NC(=O)C=1C=[N+](C=CC1)C)=O (R)-3-((1-((3-(benzoxy)-1-(1-(methansulfonyl)spiro[indolin-3,4'-piperidin]-1'-yl)-1-oxopropan-2-yl)amino)-2-methyl-1-oxopropan-2-yl)carbamoyl)-1-methylpyridin-1-ium